CC=1C=C(CNC2=CN=C3N(C2=O)[C@@H](CC3)C(=O)OC(C)(C)C)C=C(C1)C tert-Butyl (S)-3-((3,5-dimethylbenzyl)amino)-4-oxo-4,6,7,8-tetrahydro-pyrrolo[1,2-a]pyrimidine-6-carboxylate